N-(4-((4-(methylsulfonyl)piperazin-1-yl)methyl)pyridin-2-yl)-6-(pyridin-4-yl)benzo[d]thiazol-2-amine CS(=O)(=O)N1CCN(CC1)CC1=CC(=NC=C1)NC=1SC2=C(N1)C=CC(=C2)C2=CC=NC=C2